IC1=CC=C(C=C1)CC(CC(=O)OCC)=O ethyl 4-(4-iodophenyl)-3-oxobutanoate